(S)-4-(4-((1-(5-(3,5-difluorophenyl)-4,5-dihydro-1H-pyrazole-1-carbonyl)azetidin-3-yl)oxy)-5-fluoropyridin-2-yl)-3,5-dimethyl-1H-pyrrole-2-carboxamide FC=1C=C(C=C(C1)F)[C@@H]1CC=NN1C(=O)N1CC(C1)OC1=CC(=NC=C1F)C=1C(=C(NC1C)C(=O)N)C